C(C1=CC=CC=C1)=C1C(NCC(C1F)=CC1=CC=CC=C1)=O 3,5-bis(benzylidene)-4-fluoro-piperidone